NC(=O)[C@H](OC)[C@@H](O)[C@H](O)[C@H](O)CO Amino-2-O-methyl-D-glucose